FC1=CC=C(CC=2C=3N(C4=C(C2)N(CC4(C)C)C(CN4[C@H](CN[C@@H](C4)C)CN4[C@@H](COCC4)C)=O)C=NN3)C=C1 1-(4-(4-fluorobenzyl)-8,8-dimethyl-7,8-dihydro-6H-pyrrolo[2,3-e][1,2,4]triazolo[4,3-a]pyridin-6-yl)-2-((2R,5R)-5-methyl-2-(((R)-3-methylmorpholino)methyl)piperazin-1-yl)ethan-1-one